CN1C(=NC2=C1C=CC=C2)C=2OC(=C(N2)N2C=CC=1C=CC=NC1C2=O)C2=CC=C(C=C2)C(F)(F)F 7-[2-(1-methyl-1H-1,3-benzodiazol-2-yl)-5-[4-(trifluoromethyl)phenyl]-1,3-oxazol-4-yl]-7,8-dihydro-1,7-naphthyridin-8-one